[K+].P(=O)(OCCCCCCCCCC)([O-])[O-].[K+] decyl phosphate potassium salt